C(CCCCCCCCCCC)OC(CCC(=O)N(CC(CCCCCCCCCC)CCCCCCCC)C(C(=O)NC1CCCCCC1)C1CN(CCC1)CC)=O.COC1=CC=C(CN(S(=O)(=O)CC)CC2=CC=C(C=C2)OC)C=C1 N,N-bis(4-methoxybenzyl)ethanesulfonamide dodecyl-4-((2-(cycloheptylamino)-1-(1-ethylpiperidin-3-yl)-2-oxoethyl)(2-octyldodecyl)amino)-4-oxobutanoate